C1(CCC1)N(C(O)=O)[C@@H]1CCC2=CC(=CC=C12)C1=NOC(=N1)C.C1(C=2C(C(N1CC1(OC(CC1)OC)OC)=O)=CC=CC2)=O 2-phthalimidomethyl-2,5-dimethoxytetrahydrofuran cyclobutyl-(R)-(5-(5-methyl-1,2,4-oxadiazol-3-yl)-2,3-dihydro-1H-inden-1-yl)carbamate